[4-(1-Hydroxycyclohexanecarbonyl)phenyl] 4-(3-oxo-3-phenylprop-1-enyl)benzoate O=C(C=CC1=CC=C(C(=O)OC2=CC=C(C=C2)C(=O)C2(CCCCC2)O)C=C1)C1=CC=CC=C1